6-((1S,2S)-2-(4,4,5,5-tetramethyl-1,3,2-dioxaborolan-2-yl)cyclopropyl)-1-(2,2,2-trifluoroethyl)-1H-pyrazolo[4,3-c]pyridine CC1(OB(OC1(C)C)[C@@H]1[C@H](C1)C1=CC2=C(C=N1)C=NN2CC(F)(F)F)C